2'-(5-Phenyl-1H-imidazol-2-yl)-3,4'-bipyridin-5-amin C1(=CC=CC=C1)C1=CN=C(N1)C1=NC=CC(=C1)C=1C=NC=C(C1)N